3-(Difluoromethyl)-1-methyl-N-(3',4',5'-trifluoro[1,1-biphenyl]-2-yl)-1H-pyrazole-4-carboxamide FC(C1=NN(C=C1C(=O)NC1=C(C=CC=C1)C1=CC(=C(C(=C1)F)F)F)C)F